CC1=NN(C=C1C=O)C1=NC(=NC=C1)NC1=CC(=CC(=C1)[N+](=O)[O-])C 3-methyl-1-(2-(3-methyl-5-nitrophenylamino)pyrimidin-4-yl)-1H-pyrazole-4-carbaldehyde